(S)-2-((2,2-dimethyl-1,3-dioxolan-4-yl)methoxy)pyrimidin-5-amine CC1(OC[C@@H](O1)COC1=NC=C(C=N1)N)C